C1(=CC=C(C=C1)ONC1=CC=CC=C1)C1=CC=C(C=C1)ONC1=CC=CC=C1 4'-(1,1'-biphenyl-4,4'-diyldioxy)dianiline